COCCN(C=1N=C(C2=C(N1)C(=NC(=N2)N(CCOC)CCOC)N2CC(C2)(O)C(F)(F)F)N2CC(C2)(O)C(F)(F)F)CCOC r-(2,6-bis(bis(2-methoxyethyl)amino)pyrimido[5,4-d]pyrimidine-4,8-diyl)bis(3-(trifluoromethyl)azetidin-3-ol)